FC1CN(C1)C/C=C/C(=O)O (E)-4-(3-fluoroazetidin-1-yl)but-2-enoic acid